ClC1=NC=C(C=N1)/C(=N/O)/Cl (Z)-2-chloro-N-hydroxypyrimidine-5-carboimidoyl chloride